C(OCC12CCC(CC1)(C2)O)(=S)SC O-((4-hydroxybicyclo(2.2.1)heptan-1-yl)methyl) S-methyl carbonodithioate